COC1=C2C(C=C(OC2=CC=C1C=1C(=C2C(C=C(OC2=CC1)CCC(=O)OC)=O)OC)CCC(=O)OC)=O Dimethyl 3,3'-(5,5'-Dimethoxy-4,4'-dioxo-4H,4'H-[6,6'-bichromene]-2,2'-diyl)dipropionate